6-Chloro-3-[(1R)-1-[3,6-dimethyl-2-(2-methyloxazolo[5,4-b]pyridin-6-yl)-4-oxo-chromen-8-yl]ethoxy]pyridine-2-sulfonamide ClC1=CC=C(C(=N1)S(=O)(=O)N)O[C@H](C)C=1C=C(C=C2C(C(=C(OC12)C=1C=C2C(=NC1)OC(=N2)C)C)=O)C